ClC1=CC(=C2C(=N1)C1(OCC2)COCC1)OC[C@H]1OCCC1 2'-chloro-4'-(((S)-tetrahydrofuran-2-yl)methoxy)-4,5,5',6'-tetrahydro-2H-spiro[furan-3,8'-pyrano[3,4-b]pyridine]